2-amino-3-(3H-indol-3-yl)-N-(4-vinylbenzyl)propanamide NC(C(=O)NCC1=CC=C(C=C1)C=C)CC1C=NC2=CC=CC=C12